N-(tert-butyl)-3-(4-((2-(2-hydroxypropane-2-yl)-1H-imidazol-1-yl)methyl)phenyl)-5-isobutyl-4-methylthiophene-2-sulfonamide C(C)(C)(C)NS(=O)(=O)C=1SC(=C(C1C1=CC=C(C=C1)CN1C(=NC=C1)C(C)(C)O)C)CC(C)C